((4R,5S)-7-ethyl-6-oxo-1-phenyl-5-(4-(trifluoromethyl)pyrimidine-2-carboxamido)-4,5,6,7-tetrahydro-1H-pyrazolo[3,4-b]pyridin-4-yl)benzoic acid C(C)N1C2=C([C@H]([C@@H](C1=O)NC(=O)C1=NC=CC(=N1)C(F)(F)F)C1=C(C(=O)O)C=CC=C1)C=NN2C2=CC=CC=C2